CCCCCCCCCC(C)C isododecane